ClC=1C(=C(C(=O)ON(C(=O)NC2=CC=CC=C2)C)C(=CC1)Cl)OC 1-((3,6-dichloro-2-methoxybenzoyl)oxy)-1-methyl-3-phenylurea